3-(5-(3-benzhydryl-3,8-diazabicyclo[3.2.1]octane-8-carbonyl)-6-fluoro-1-oxoisoindolin-2-yl)piperidine-2,6-dione C(C1=CC=CC=C1)(C1=CC=CC=C1)N1CC2CCC(C1)N2C(=O)C=2C=C1CN(C(C1=CC2F)=O)C2C(NC(CC2)=O)=O